1-Isobutoxy-4-(isocyanatomethyl)benzene Dimethyl-4-(pyridin-2-yl)phthalate COC(C=1C(C(=O)OC)=CC(=CC1)C1=NC=CC=C1)=O.C(C(C)C)OC1=CC=C(C=C1)CN=C=O